BrC=1C=C2C(N(C(C2=CC1)=O)CC1=CC=C(C=C1)O)=O 5-bromo-2-(4-hydroxybenzyl)isoindoline-1,3-dione